O1COC2=C1C=CC=C2O[C@@H](CCNC)C2(SC(=CC2)C)C (S)-3-(benzo[d][1,3]dioxol-4-yloxy)-N-methyl-3-(2,5-dimethylthiophen-2-yl)propan-1-amine